C(C)(C)(C)OC(=O)N1CCN(CCC1)CCCO 4-(3-hydroxypropyl)-1,4-diazepan-1-carboxylic acid tert-butyl ester